tert-butyl 4-(6-(bis(4-methoxybenzyl)amino)-2-fluoropyridin-3-yl)piperazine-1-carboxylate COC1=CC=C(CN(C2=CC=C(C(=N2)F)N2CCN(CC2)C(=O)OC(C)(C)C)CC2=CC=C(C=C2)OC)C=C1